1-[3-(1,1-difluoroethyl)-2-fluorophenyl]ethan-1-one FC(C)(F)C=1C(=C(C=CC1)C(C)=O)F